4-bromo-5,6-dimethyl-1-tosyl-1H-indazole BrC1=C2C=NN(C2=CC(=C1C)C)S(=O)(=O)C1=CC=C(C)C=C1